2-{[(tert-butyldiphenylsilyl)oxy]methyl}prop-2-en-1-ol [Si](C1=CC=CC=C1)(C1=CC=CC=C1)(C(C)(C)C)OCC(CO)=C